1,1'-(2,2'-diethyl[1,1'-biphenyl]-4,4'-diyl)bis{4-amino-3-[(E)-diazenyl]naphthalene-1-carboxylic acid} C(C)C1=C(C=CC(=C1)C1(CC(=C(C2=CC=CC=C12)N)\N=N\[H])C(=O)O)C1=C(C=C(C=C1)C1(CC(=C(C2=CC=CC=C12)N)\N=N\[H])C(=O)O)CC